6,6'-methylenebisquinaldine C(C=1C=C2C=CC(=NC2=CC1)C)C=1C=C2C=CC(=NC2=CC1)C